CN(C=1C(C(=O)OC)=CC=CC1)C methyl N,N-dimethyl-anthranilate